Trans-indenofluorene C1=C2C=C3C(=CC=C4C=5C=CC=CC5C=C34)C2=CC=C1